2,2,2-trifluoroethoxypropionitrile FC(COC(C#N)C)(F)F